ClC1=NC(=CC(=C1C(=O)Cl)C)Cl 2,6-dichloro-4-methylpyridine-3-carbonyl chloride